C(#N)C=1C=NN(C1)C1C(CC1)C=1NC(C2=C(N1)N(N=C2C#N)C(C)C2CCOCC2)=O 6-(2-(4-Cyano-1H-pyrazol-1-yl)cyclobutyl)-4-oxo-1-(1-(tetrahydro-2H-pyran-4-yl)ethyl)-4,5-dihydro-1H-pyrazolo[3,4-d]pyrimidin-3-carbonitril